2-bromo-3-methyl-4,10-dihydrobenzo[2,1-f]pyrazolo[5,1-c][1,4]oxazepine-8-carbonitrile BrC1=NN2C(COC3=C(C2)C=C(C=C3)C#N)=C1C